C=C1C[C@]23CC[C@H]4[C@@](C)(CCC[C@]4(C)C(=O)O)[C@@H]3CC[C@@H]1C2 4-epi-Kaurenic acid